3-amino-6-bromo-2,3-dihydro-1H-inden-1-ol NC1CC(C2=CC(=CC=C12)Br)O